CC1CC2C(CC1COC(=O)C1CC3C(CC1C)O3)O2 3,4-epoxy-6-methyl-cyclohexylmethyl-3,4-epoxy-6-methylcyclohexanecarboxylate